[Br-].OC(C[NH+](CCCC)CCCC)CC 2-hydroxy-N,N,N-tributylammonium bromide